C(=O)O.FC=1C=C(C=C(C1)F)CC=1C=C2C(=NNC2=CC1)NC(C1=CC(=CC=C1)CNCCCCCCCC(=O)N1CCN(CC1)C1=CC=C(C=C1)NC1C(NC(CC1)=O)=O)=O N-[5-[(3,5-difluorophenyl)methyl]-1H-indazol-3-yl]-3-[[[8-[4-[4-[(2,6-dioxo-3-piperidyl)amino]phenyl]piperazin-1-yl]-8-oxo-octyl]amino]methyl]benzamide formate